[(E)-5-methylhex-2-enyl]acetate CC(C/C=C/CCC(=O)[O-])C